CN(C1CN(C1)C1=CC(=C(C=C1[N+](=O)[O-])NC1=NC=CC(=N1)C1=CN(C2=CC=CC=C12)C)OC)C N-[4-(3-Dimethylaminoazetidin-1-yl)-2-methoxy-5-nitrophenyl]-4-(1-methylindol-3-yl)pyrimidin-2-amine